[Sm].[Cu].[Bi] bismuth-copper-samarium